3-Chloro-6-(2,2,2-trifluoro-1,1-dimethyl-ethyl)-5H-pyrrolo[2,3-b]pyrazine ClC1=CN=C2C(=N1)NC(=C2)C(C(F)(F)F)(C)C